N1=CC(=CC=C1)C(C)N 3-pyridinylethanamine